3-(4-(1-(7-((4-((3,5-dichloropyridin-4-yl)amino)-7-methoxy-2-oxo-2H-chromen-8-yl)oxy)heptyl)piperidin-4-yl)-1-oxoisoindolin-2-yl)piperidine-2,6-dione ClC=1C=NC=C(C1NC1=CC(OC2=C(C(=CC=C12)OC)OCCCCCCCN1CCC(CC1)C1=C2CN(C(C2=CC=C1)=O)C1C(NC(CC1)=O)=O)=O)Cl